C(C)(=O)O[C@H]1[C@@H](OC2CCCCC2)O[C@@H]([C@@H]([C@@H]1N=[N+]=[N-])OC(C)=O)COC(C)=O Cyclohexyl 2,4,6-tri-O-acetyl-3-azido-3-deoxy-α-D-galactopyranoside